C(#N)C1=CC=C2C=C(NC2=C1)C1N(CCCC1)C(=O)OC(C)(C)C tert-butyl 2-(6-cyano-1H-indol-2-yl)piperidine-1-carboxylate